BrC=1C=CC(=NC1)C=1C2=CC=CC=C2C(=C2C=C(C=CC12)C1=CC=CC=C1)C1=CC=CC=C1 5-bromo-2-(3,10-diphenylanthracen-9-yl)pyridine